N1=CC(=CC=C1)C(=O)OCC([C@H](C[C@H]1C(NCCC1)=O)NC([C@@H](NC(=O)C=1NC2=CC=CC(=C2C1)OC)CC(C)C)=O)=O (3S)-3-{[N-(4-methoxy-1H-indole-2-carbonyl)-L-leucyl]amino}-2-oxo-4-[(3S)-2-oxopiperidin-3-yl]butyl pyridine-3-carboxylate